C(C)C(C(=O)O)C(C)O.OC(CC(=O)OCC)C ethyl 3-hydroxybutyrate (ethyl 3-hydroxybutyrate)